COC=1C=C(C=CC1C=1NC(C2=C(N1)CCSC2)=O)C2=CC=C(C=C2)B2OC(C(O2)(C)C)(C)C 2-(3-methoxy-4'-(4,4,5,5-tetramethyl-1,3,2-dioxaborolan-2-yl)-[1,1'-biphenyl]-4-yl)-3,5,7,8-tetrahydro-4H-thiopyrano[4,3-d]pyrimidin-4-one